C1(CC1)COC=1C=CC(=NC1)NC([C@H](C)N1C[C@H](C(CC1)(F)F)C1=NC=NN1)=O (S)-N-(5-(cyclopropylmethoxy)pyridin-2-yl)-2-((S)-4,4-difluoro-3-(1H-1,2,4-triazol-5-yl)piperidin-1-yl)propanamide